NC1=C(C=C(C=N1)NC(C(=O)N1[C@@H](CC[C@H](C1)C)C=1C=C2C(NCC2=CC1)=O)=O)CC N-(6-amino-5-ethyl-3-pyridyl)-2-[(2S,5R)-5-methyl-2-(3-oxoisoindolin-5-yl)-1-piperidyl]-2-oxo-acetamide